(1s,4s)-4-((tert-butyldiphenylsilyl)oxy)cyclohexan-1-ol [Si](C1=CC=CC=C1)(C1=CC=CC=C1)(C(C)(C)C)OC1CCC(CC1)O